3-[(methoxymethyl)diphenylphosphaniumyl]benzen-1-ide COC[P+](C=1C=[C-]C=CC1)(C1=CC=CC=C1)C1=CC=CC=C1